(3S)-2-(1-methylcyclopropanecarbonyl)-3-phenyl-1,2-oxazolidine CC1(CC1)C(=O)N1OCC[C@H]1C1=CC=CC=C1